NCC(C)N1N=C2C(CN([C@@H](C2)C)C(C2=CC(=C(C=C2)Cl)C#N)=O)=C1C(=O)OCC (6R)-Ethyl 2-(1-aminopropan-2-yl)-5-(4-chloro-3-cyanobenzoyl)-6-methyl-4,5,6,7-tetrahydro-2H-pyrazolo[4,3-c]pyridine-3-carboxylate